4-(2-fluoro-4-chlorobenzoyl)-1,3-dimethyl-1H-pyrazol-5-yl-4-nitrobenzenesulfonate FC1=C(C(=O)C=2C(=NN(C2OS(=O)(=O)C2=CC=C(C=C2)[N+](=O)[O-])C)C)C=CC(=C1)Cl